4-((3-(5-fluoropyrimidin-2-yl)-2-methoxyphenyl)amino)-N-(methyl-d3)-6-((6-(trifluoromethyl)pyridazin-3-yl)amino)pyridazine-3-carboxamide FC=1C=NC(=NC1)C=1C(=C(C=CC1)NC1=C(N=NC(=C1)NC=1N=NC(=CC1)C(F)(F)F)C(=O)NC([2H])([2H])[2H])OC